2-(1,3-benzothiazol-4-yloxy)-N-(3-methylsulfonylphenyl)-5-(trifluoromethyl)pyridine-3-carboxamide S1C=NC2=C1C=CC=C2OC2=NC=C(C=C2C(=O)NC2=CC(=CC=C2)S(=O)(=O)C)C(F)(F)F